ClC=1C=C2C=CN(C2=CC1)N(C(=O)C=1C=NC2=CN=CC=C2C1N(C)C)[C@H]1CCOC2=CC=CC=C12 N-(5-chloroindol-1-yl)-N-[(4S)-chroman-4-yl]-4-(dimethylamino)-1,7-naphthyridine-3-carboxamide